NC1=NN2C(N=CC=C2)=C1C(=O)NC(C)C=1C=C(C=2N(C1N1CC(CCC1)F)C=NC2)Cl 2-Amino-N-{1-[8-chloro-5-(3-fluoro-piperidin-1-yl)imidazo[1,5-a]pyridin-6-yl]ethyl}pyrazolo[1,5-a]pyrimidine-3-carboxamide